(2R)-2-(9H-fluoren-9-yl-methoxycarbonyl-amino)-2-methylbutanoic acid C1=CC=CC=2C3=CC=CC=C3C(C12)N([C@@](C(=O)O)(CC)C)C(=O)OC